OCC(CO)C(C(=O)O)CCCCCCCCCCCCCC 1,3-dihydroxypropan-2-ylhexadecanoic acid